2-(diethylcarbamoylamino)-4-[[3,3-difluoro-2-methoxy-propyl]-[4-(5,6,7,8-tetrahydro-1,8-naphthyridin-2-yl)butyl]amino]butanoic acid C(C)N(C(=O)NC(C(=O)O)CCN(CCCCC1=NC=2NCCCC2C=C1)CC(C(F)F)OC)CC